BrC=1C=C(C#N)C=C(C1OCC1=CC=C(C=C1)OC)C(F)(F)F 3-bromo-4-[(4-methoxyphenyl)methoxy]-5-(trifluoromethyl)benzonitrile